3-((S)-2-((E)-3-(4-chloro-2-fluorophenyl)acrylamido)-3-cyclopropylpropionamido)-2-oxo-4-((S)-2-oxopyrrolidin-3-yl)butanamide ClC1=CC(=C(C=C1)/C=C/C(=O)N[C@H](C(=O)NC(C(C(=O)N)=O)C[C@H]1C(NCC1)=O)CC1CC1)F